C1(CC1)[Bi]1S[Bi](S[Bi](S1)C1CC1)C1CC1 2,4,6-tricyclopropyl-1,3,5,2,4,6-trithiatribismane